NCCCO[Si](OC)(OC)CCCN aminoethyl-(aminopropyl)trimethoxysilane